[Eu+3].N(=C=S)C=1C=C(CN2CCN(CCN(CCN(CC2)CC(=O)[O-])CC(=O)[O-])CC(=O)[O-])C=CC1 2,2',2''-(10-(3-isothiocyanatobenzyl)-1,4,7,10-tetraazacyclododecane-1,4,7-triyl)tri(acetate) europium